FC1=CC=C(C=N1)C1CCN(C(O1)=O)C1=NC(=NN1COCC[Si](C)(C)C)C1=CC=NC=C1 6-(6-fluoropyridin-3-yl)-3-(3-(pyridin-4-yl)-1-((2-(trimethylsilyl)ethoxy)methyl)-1H-1,2,4-triazol-5-yl)-1,3-oxazinan-2-one